1-[5-(2-fluorophenyl)-1-(pyridine-3-sulfonyl)-1H-pyrrol-3-yl]-N-methyl-methylamine L-pyroglutamate N1[C@@H](CCC1=O)C(=O)O.FC1=C(C=CC=C1)C1=CC(=CN1S(=O)(=O)C=1C=NC=CC1)CNC